C(#N)C1=C(SC(=C1C1=CC=C(C=C1)OC)C)N1C(C2=CC=C(C=C2C1=O)C(=O)O)=O 2-(3-cyano-4-(4-methoxyphenyl)-5-methylthiophen-2-yl)-1,3-dioxoisoindoline-5-carboxylic acid